[Si](C)(C)(C(C)(C)C)O[C@@H]1C(N[C@@H](C1)C(F)(F)F)=O (3S,5S)-3-((tert-butyldimethylsilyl)oxy)-5-(trifluoromethyl)-pyrrolidin-2-one